C(CC)S propanthiol